(2S)-2-[({6-[2-hydroxy-4-(trifluoromethyl)phenyl]-5-methyl-tert-Butyl 1,2,4-triazin-3-yl}amino)methyl]morpholine-4-carboxylate OC1=C(C=CC(=C1)C(F)(F)F)C1=C(N=C(NN1C(C)(C)C)NC[C@H]1CN(CCO1)C(=O)[O-])C